ClC1=NC=C(C=C1)CN1/C(/NCC1)=C(\C=C\C=1SC=CC1)/[N+](=O)[O-] 2-chloro-5-(((E)-2-((E)-1-nitro-3-(thiophen-2-yl)allylidene)imidazolidin-1-yl)methyl)pyridine